F[C@@H]1CN(C[C@H]1NC(C1=C(C=CC(=C1)B1OC(C(O1)(C)C)(C)C)C)=O)C(=O)OCC(F)(F)F 2,2,2-trifluoroethyl (3R,4R)-3-fluoro-4-(2-methyl-5-(4,4,5,5-tetramethyl-1,3,2-dioxaborolan-2-yl)benzamido)pyrrolidine-1-carboxylate